[C@@H]1([C@@H](O)[C@@H](O)[C@H](O)[C@H](O1)CO)C1=NC=CC=C1 β-D-mannosylpyridine